3-(6-aminopyridin-3-yl)-N-((5-(5-(piperazine-1-carbonyl)pyrimidin-2-yl)-7-(trifluoromethyl)benzofuran-2-yl)methyl)acrylamide NC1=CC=C(C=N1)C=CC(=O)NCC=1OC2=C(C1)C=C(C=C2C(F)(F)F)C2=NC=C(C=N2)C(=O)N2CCNCC2